C(C)OC(CC(=O)C)=O.[Mg] magnesium ethylacetoacetate